N1N=CC2=CC(=CC=C12)NC1=NC(=NC=C1F)N1C[C@@H]2CCNCC[C@@]2(C1)C(=O)OCC ethyl (3aR,8aR)-2-(4-((1H-indazol-5-yl)amino)-5-fluoropyrimidin-2-yl)octahydropyrrolo[3,4-d]azepine-3a(1H)-carboxylate